N1=C(C=CC=C1)C=1N=C(C2=C(N1)CCC2)NCC(=O)N 2-{[2-(pyridin-2-yl)-5H,6H,7H-cyclopenta[d]pyrimidin-4-yl]amino}acetamide